FC([C@H]1[C@@H](CC1)C(=O)NN)F (1R,2R)-2-(difluoromethyl)cyclobutane-1-carbohydrazide